[NH4+].CC(=CCNCCOC(C=C)=O)C dimethylallylaminoethylacrylate ammonium